B(OC1=C(C(=C(C(=C1F)F)F)F)F)([O-])[O-] (Pentafluorophenyl) borat